1,2-diphenylprop-2-en-1-one C1(=CC=CC=C1)C(C(=C)C1=CC=CC=C1)=O